N-cyclobutyl-3-(2-methyl-1-oxo-1,2-dihydro-6-isoquinolinyl)-N-(2-propanyl)-6-quinoxalinecarboxamide C1(CCC1)N(C(=O)C=1C=C2N=C(C=NC2=CC1)C=1C=C2C=CN(C(C2=CC1)=O)C)C(C)C